6-CYANO-3-METHYLBENZO[B]THIOPHEN-2-YLBORONIC ACID C(#N)C=1C=CC2=C(SC(=C2C)B(O)O)C1